2-bromo-N-(4-(4-methoxyphenoxy)phenyl)acetamide BrCC(=O)NC1=CC=C(C=C1)OC1=CC=C(C=C1)OC